pyridol dicaprylate C(CCCCCCC)(=O)O.C(CCCCCCC)(=O)O.N1=C(C=CC=C1)O